C(C)(C)N(C(=O)C1=C(OC=2C(=NC=NC2)N2C[C@@H](CC2)CN2CC3(C2)CCN(CC3)S(=O)(=O)N3CCC(CC3)NC([O-])=O)C=CC(=C1)F)C(C)C (S)-(1-((2-((1-(5-(2-(diisopropylcarbamoyl)-4-fluorophenoxy) Pyrimidin-4-yl)pyrrolidin-3-yl)methyl)-2,7-diazaspiro[3.5]nonan-7-yl)sulfonyl)piperidin-4-yl)carbamate